(2-Ethyl-1,4-diazepan-1-yl)methanol dihydrochloride Cl.Cl.C(C)C1N(CCCNC1)CO